C(C1=CC=CC=C1)N1CC(CCC1)C=1C(=NN2C1N=CC=C2)O (1-benzylpiperidin-3-yl)pyrazolo[1,5-a]pyrimidin-2-ol